2-((1-(1-(2,6-dichlorophenyl)ethyl)-3-methyl-1H-pyrazol-4-yl)ethynyl)-5-(furan-2-yl)-1,3,4-thiadiazole ClC1=C(C(=CC=C1)Cl)C(C)N1N=C(C(=C1)C#CC=1SC(=NN1)C=1OC=CC1)C